ethyl 6,7-dichloro-2-oxo-1,2-dihydroquinoline-3-carboxylate ClC=1C=C2C=C(C(NC2=CC1Cl)=O)C(=O)OCC